NC1CC(C1)[N+]1=NOC(=C1)[N-]C(NC1=CC(=CC(=C1)C(F)(F)F)NC(CC1=CC=CC=C1)=O)=O (3-((1R,3R)-3-Aminocyclobutyl)-1,2,3-oxadiazol-3-ium-5-yl)((3-(2-phenylacetamido)-5-(trifluoromethyl)phenyl)carbamoyl)amide